3,5-bis(tert-butyl)-4-hydroxy-phenylacetyl chloride C(C)(C)(C)C=1C=C(C=C(C1O)C(C)(C)C)CC(=O)Cl